3-{4-[1-(piperidin-4-ylmethyl)piperidin-4-yl]phenyl}piperidine-2,6-dione hydrochloride Cl.N1CCC(CC1)CN1CCC(CC1)C1=CC=C(C=C1)C1C(NC(CC1)=O)=O